C(C=1C(C(=O)OCCCCCC(C)C)=CC=CC1)(=O)OCCCCCC(C)C di-isooctyl phthalate